N,N''-diisopropyldiethylenetriamine C(C)(C)NCCNCCNC(C)C